((1R,2S,4R,5S)-5-Aminobicyclo[2.2.1]hept-2-yl)carbamic acid benzyl ester C(C1=CC=CC=C1)OC(N[C@@H]1[C@H]2C[C@@H]([C@@H](C1)C2)N)=O